C(C)(C)(C)OC(=O)N1CCN(CC1)C1=CC=C(C=C1)B(O)O (4-(4-(tert-butoxycarbonyl)piperazin-1-yl)phenyl)boronic acid